rac-N-[(1S,2S,3R,5R)-2-fluoro-8-azabicyclo[3.2.1]oct-3-yl]carbamic acid benzyl ester hydrochloride Cl.C(C1=CC=CC=C1)OC(N[C@H]1[C@H]([C@@H]2CC[C@H](C1)N2)F)=O |r|